COC(C1=CC=C2C3(CC(N(C2=N1)C(=O)OC(C)(C)C)C3)O)OC tert-butyl 7-(dimethoxymethyl)-4-hydroxy-3,4-dihydro-2,4-methylene-1,8-naphthyridine-1(2H)-carboxylate